C1CC(CC(C1)=O)=O cyclohexane-3,5-dione